CN1C(=CC2=C(C=CC=C12)N1C(NC(CC1)=O)=O)C1CCN(CC1)C 1-(1-Methyl-2-(1-methylpiperidin-4-yl)-1H-indol-4-yl)dihydropyrimidine-2,4(1H,3H)-dione